OC[C@H]1[C@@H](CCC1)C(=O)OC |r| racemic-methyl trans-2-(hydroxymethyl)cyclopentanecarboxylate